[Si](C)(C)(C(C)(C)C)OCC1=C(C=C(N)C=C1)I 4-[[tert-butyl(dimethyl)silyl]oxymethyl]-3-iodo-aniline